ClC=1C=C(C=CC1F)NC1=NC=NC2=CC(=C(C=C12)OC1CCN(CC1)CCNC(C)=O)OC 4-[(3-chloro-4-fluorophenyl)amino]-6-[1-(2-acetylamino-ethyl)-piperidin-4-yloxy]-7-methoxy-quinazoline